3-(4-(4-methylpiperazine-1-carbonyl)benzyl)pyrimidin-4(3H)-one CN1CCN(CC1)C(=O)C1=CC=C(CN2C=NC=CC2=O)C=C1